ClC=1C=C2C(=CC1)NC(C21CCN(CC1)CCOC=1C=NC(=C(C1)C(F)(F)F)[C@@H](C)O)=O |o1:28| 5-chloro-1'-[2-({6-[(1R) or (1S)-1-hydroxyethyl]-5-(trifluoro-methyl)pyridin-3-yl}oxy)ethyl]-1,2-dihydrospiro[indole-3,4'-piperidin]-2-one